(1,4-Dioxaspiro[4.5]dec-6-en-7-yl)methanol O1CCOC12C=C(CCC2)CO